C(#N)C1COCCN1C(CC1=CC=C(C=C1)C1=C2C(=NC(=C1)NC(=O)C1CC1)NC=C2)=O N-(4-(4-(2-(3-cyanomorpholino)-2-oxoethyl)phenyl)-1H-pyrrolo[2,3-b]pyridin-6-yl)cyclopropylcarboxamide